Tert-butyl (1-((2-(((4-((1E,3E)-4-(3,5-dimethoxyphenyl)buta-1,3-dien-1-yl) phenoxy)carbonyl)oxy)ethyl)amino)-3-methyl-1-oxobutan-2-yl)carbamate COC=1C=C(C=C(C1)OC)/C=C/C=C/C1=CC=C(OC(=O)OCCNC(C(C(C)C)NC(OC(C)(C)C)=O)=O)C=C1